C1=C(C=CC2=CC=CC=C12)C1C2(COC2)CC1C=1C=CC2=C(C=CO2)C1 5-(5-(Naphthalen-2-yl)-2-oxaspiro[3.3]heptan-6-yl)benzofuran